C1(CC1)C(NS(=O)(=O)CC)C=1C=NC=C(C1)C1=CC=CC2=CC=CC=C12 N-(cyclopropyl-(5-naphthalen-1-yl-pyridin-3-yl)methyl)ethanesulfonamide